propyl-(benzyl)dipentyloxysilane C(CC)[Si](OCCCCC)(OCCCCC)CC1=CC=CC=C1